CC1=NN(C(=C1C(=O)N1CC2C(C1)CN(C2)CC[C@@H](C2=CC(=CC=C2)F)NC(=O)C2CCCC2)C)C=2C=NC=NC2 Cyclopentanecarboxylic acid [(S)-3-[5-(3,5-dimethyl-1-pyrimidin-5-yl-1H-pyrazole-4-carbonyl)-hexahydro-pyrrolo[3,4-c]pyrrol-2-yl]-1-(3-fluoro-phenyl)-propyl]-amide